O=C(CC[C@H]1NC(OC1)=O)N1CC(C1)C1=NOC(=N1)C=1C=NC(=CC1)C(F)(F)F (4R)-4-[3-Oxo-3-[3-[5-[6-(trifluoromethyl)-3-pyridyl]-1,2,4-oxadiazol-3-yl]azetidin-1-yl]propyl]oxazolidin-2-one